3-fluoro-2-(methylamino)pyridine-4-thiol sodium [Na].FC=1C(=NC=CC1S)NC